C(CCOC1=CC2=C([Se]C(=C2)C(CCC(=O)NOC)=O)C=C1OC)OC1=CC2=C([Se]C(=C2)C(CCC(=O)NOC)=O)C=C1OC 4,4'-((propane-1,3-diylbis(oxy))bis(6-methoxybenzo[b]selenophene-5,2-diyl))bis(N-methoxy-4-oxobutanamide)